2-(2-methoxyethoxy)-ethane COCCOCC